1-(5Z,8Z,11Z,14Z-eicosatetraenoyl)-2-(9Z-tetradecenoyl)-glycero-3-phospho-(1'-sn-glycerol) CCCCC/C=C\C/C=C\C/C=C\C/C=C\CCCC(=O)OC[C@H](COP(=O)(O)OC[C@H](CO)O)OC(=O)CCCCCCC/C=C\CCCC